FC1=C(C=C(C=C1)NC1=CC=NC=C1)NC(C1=CC(=CC=C1)NC1=CC=NC2=CC=C(C=C12)F)=O N-(2-fluoro-5-(pyridin-4-ylamino)phenyl)-3-((6-fluoroquinolin-4-yl)amino)benzamide